7-Fluoro-N-(1-(3-fluorophenyl)piperidin-4-yl)-2-methyl-4-oxo-3,4-dihydroquinazoline-6-sulfonamide FC1=C(C=C2C(NC(=NC2=C1)C)=O)S(=O)(=O)NC1CCN(CC1)C1=CC(=CC=C1)F